(3R,4S)-3-cyclopropyl-4-methyl-2-oxo-1-[6-(2-oxo-1,3-dihydropyrrolo[2,3-b]pyridin-5-yl)pyrazolo[1,5-a]pyrazin-4-yl]pyrrolidine-3-carbonitrile C1(CC1)[C@]1(C(N(C[C@H]1C)C=1C=2N(C=C(N1)C=1C=C3C(=NC1)NC(C3)=O)N=CC2)=O)C#N